FC=1C(=C(C=CC1)C(=O)N1C[C@@H]2CN(C[C@@H]2C1)C1=NC(=C(C(=N1)C(C)(C)O)F)C)N1N=CC=N1 (3-fluoro-2-(2H-1,2,3-triazol-2-yl)phenyl)((cis)-5-(5-fluoro-4-(2-hydroxypropan-2-yl)-6-methylpyrimidin-2-yl)hexahydropyrrolo[3,4-c]pyrrol-2(1H)-yl)methanone